2-cyano-4-{2-[2-(4-methoxynaphthalene-1-sulfonamido)phenyl]ethynyl}benzoic acid C(#N)C1=C(C(=O)O)C=CC(=C1)C#CC1=C(C=CC=C1)NS(=O)(=O)C1=CC=C(C2=CC=CC=C12)OC